C(#N)C1=CN=C2N1C(=CC(=C2)C=2N=NN(C2C)C2CCN(CCC2)C(=O)OC(C)(C)C)OC tert-Butyl 4-[4-(3-cyano-5-methoxy-imidazo[1,2-a]pyridin-7-yl)-5-methyl-triazol-1-yl]azepane-1-carboxylate